icosyne C#CCCCCCCCCCCCCCCCCCC